3-[3,5-Dimethyl-4-(trifluoromethyl)pyrazol-1-yl]benzoic acid CC1=NN(C(=C1C(F)(F)F)C)C=1C=C(C(=O)O)C=CC1